(1S,3S)-3-((5-bromo-3-methylpyrazin-2-yl)oxy)cyclohexane-1-carboxylic acid methyl ester COC(=O)[C@@H]1C[C@H](CCC1)OC1=NC=C(N=C1C)Br